C1=CC=C(C=C1)/C=C/C(=O)C2=CC=CC=C2C(=O)O 2-trans-Cinnamoylbenzoic acid